2-(4,4-difluoropiperidin-1-yl)-6-methoxy-N-(5-methyl-1H-pyrazol-3-yl)-7-(3-(pyrrolidin-1-yl)prop-1-yn-1-yl)quinazolin-4-amine FC1(CCN(CC1)C1=NC2=CC(=C(C=C2C(=N1)NC1=NNC(=C1)C)OC)C#CCN1CCCC1)F